methyl (R)-6-(3-methylmorpholino)-1-(1-((2-(trimethylsilyl)ethoxy)methyl)-1H-pyrazol-3-yl)-1H-pyrazolo[3,4-b]pyridine-4-carboxylate C[C@@H]1COCCN1C=1C=C(C2=C(N1)N(N=C2)C2=NN(C=C2)COCC[Si](C)(C)C)C(=O)OC